COCOC=1C=C(C=CC1)C=1C=C2CC3(C(C2=CC1)NC(O[C@@H]1CN2CCC1CC2)=O)CC3 (S)-quinuclidin-3-yl (5'-(3-(methoxymethoxy)phenyl)-1',3'-dihydrospiro[cyclopropane-1,2'-inden]-1'-yl)carbamate